6-Chloro-N4-{[1-(methoxymethyl)cyclobutyl]methyl}-N4-methyl-3-nitropyridine-2,4-diamine ClC1=CC(=C(C(=N1)N)[N+](=O)[O-])N(C)CC1(CCC1)COC